ethyl 1-methyl-1H-1,2,3-triazole-4-carboxylate CN1N=NC(=C1)C(=O)OCC